4-[1-(4-Amino-3-methyl-1H-pyrazolo[3,4-d]pyrimidin-1-yl)ethyl]-6-chloro-3-ethoxy-2-[1-(2-hydroxy-2-methylpropanoyl)azetidin-3-yl]benzonitrile NC1=C2C(=NC=N1)N(N=C2C)C(C)C2=C(C(=C(C#N)C(=C2)Cl)C2CN(C2)C(C(C)(C)O)=O)OCC